C#CCCCCCCCCCCCCCCCCCCCCCC tetracosyne